N1=CNC(C2=C1CCSC2)=O 3,5,7,8-tetrahydro-4H-thiopyrano[4,3-d]pyrimidin-4-one